(3-(5-fluoro-1,3-dioxoisoindolin-2-yl)-2,6-dioxopiperidin-1-yl)methyl 1-((tert-butoxycarbonyl) amino)cyclopropane-1-carboxylate C(C)(C)(C)OC(=O)NC1(CC1)C(=O)OCN1C(C(CCC1=O)N1C(C2=CC=C(C=C2C1=O)F)=O)=O